4-((S)-5-(3-bromo-2-fluoro-5-(trifluoromethyl)phenyl)-5-(trifluoromethyl)-4,5-dihydroisoxazol-3-yl)-N-((S)-1-ethyl-5-oxopyrrolidin-3-yl)-2-methylbenzamide BrC=1C(=C(C=C(C1)C(F)(F)F)[C@@]1(CC(=NO1)C1=CC(=C(C(=O)N[C@@H]2CN(C(C2)=O)CC)C=C1)C)C(F)(F)F)F